2-chloro-6-methyl-9-acryloyloxy-10-methoxycarbonyloxy-1,4-dihydroanthracene ClC=1CC2=C(C3=CC=C(C=C3C(=C2CC1)OC(=O)OC)C)OC(C=C)=O